BrC1=C(C(=CC=2CCCCC12)N1CC2(CN(C2)C(=O)OC(C)(C)C)CC1)C#N tert-butyl 6-(4-bromo-3-cyano-5,6,7,8-tetrahydronaphthalen-2-yl)-2,6-diazaspiro[3.4]octane-2-carboxylate